BrC1=CC=CC2=CCN(C=C12)S(=O)(=O)C1=CC=C(C)C=C1 8-bromo-2-tosyl-2,3-dihydroisoquinoline